OC1=CC=C(C=C1)NC(C(=C)C)=O N-(p-hydroxyphenyl)methacrylamide